C(C)(C)N(P(OCCC#N)OC(CCCCCCCC\C=C/C\C=C/CCCCC)CCCCCCCC\C=C/C\C=C/CCCCC)C(C)C 2-cyanoethyl (6Z,9Z,28Z,31Z)-heptatriaconta-6,9,28,31-tetraen-19-yl diisopropylphosphoramidite